The molecule is a phosphorodiamide that is the active metabolite of the nitrogen mustard cyclophosphamide. It has potent antineoplastic and immunosuppressive properties. It has a role as an antineoplastic agent, an immunosuppressive agent, an alkylating agent, a metabolite and a drug allergen. It is a phosphorodiamide, a nitrogen mustard, a peroxol and an organochlorine compound. C1COP(=O)(NC1OO)N(CCCl)CCCl